BrC1=C(C=C(C2=CN(N=C12)C(C(=O)NC=1SC=CN1)C1=C2N(C=N1)CCC2)Cl)C2=CC=C(C=C2)N2CCOCC2 2-(7-Bromo-4-chloro-6-(4-morpholinophenyl)-2H-indazol-2-yl)-2-(6,7-dihydro-5H-pyrrolo[1,2-c]imidazol-1-yl)-N-(thiazol-2-yl)acetamide